{4-[(3-fluorophenyl)methyl]piperazine-1-carbonyl}-6-methyl-N-(1-methylcyclopropyl)furo[2,3-d]pyrimidin-4-amine FC=1C=C(C=CC1)CN1CCN(CC1)C(=O)C=1N=C(C2=C(N1)OC(=C2)C)NC2(CC2)C